C(#N)C1=C(OC2CCN(CC2)C(=O)OC(C)(C)C)C=C(C=C1)C1=C(N=CS1)C tert-butyl 4-(2-cyano-5-(4-methylthiazol-5-yl)phenoxy)piperidine-1-carboxylate